3-((3-ethyl-7-(methylsulfanyl)-1,1-dioxo-5-phenyl-2,3,4,5-tetrahydro-1,5-benzothiazepin-8-yl)oxy)propanoic acid C(C)C1CS(C2=C(N(C1)C1=CC=CC=C1)C=C(C(=C2)OCCC(=O)O)SC)(=O)=O